C[C@@H]1CN(C[C@H]1C1=NC=2C(=NC=C(C2)C2=CC=CC=C2)N1)C#N trans-3-methyl-4-(6-phenyl-3H-imidazo[4,5-b]pyridin-2-yl)pyrrolidine-1-carbonitrile